BrC=1C=C(C=C(C1)OC(F)(F)F)O 3-bromo-5-(trifluoromethoxy)phenol